3-(4-(5-(difluoromethyl)-1,3,4-oxadiazole-2-yl)-2-fluorobenzyl)-5-fluoro-1-methyl-1,3-dihydro-2H-benzo[d]imidazole-2-one FC(C1=NN=C(O1)C1=CC(=C(CN2C(N(C3=C2C=C(C=C3)F)C)=O)C=C1)F)F